trans-2-[3-(8-cyano-quinolin-5-yl)-5-methyl-piperidin-1-yl]-N-(1-methyl-piperidin-4-yl)-acetamide C(#N)C=1C=CC(=C2C=CC=NC12)[C@@H]1CN(C[C@H](C1)C)CC(=O)NC1CCN(CC1)C